4-(6-(cyclopropanecarboxamido)-1H-pyrrolo[2,3-b]pyridin-4-yl)phenyl (tetrahydrofuran-3-yl)methanesulfonate O1CC(CC1)CS(=O)(=O)OC1=CC=C(C=C1)C1=C2C(=NC(=C1)NC(=O)C1CC1)NC=C2